BrC1=CNC=2N=C(N=CC21)Cl 5-bromo-2-chloro-7H-pyrrolo[2,3-d]pyrimidine